5-bromo-4-fluoro-N-[8-fluoro-2-methylimidazo[1,2-a]pyridin-6-yl]thiophene-2-carboxamide BrC1=C(C=C(S1)C(=O)NC=1C=C(C=2N(C1)C=C(N2)C)F)F